C(C)OC(=O)C1C(CNCC1)C1=CC=CC=C1 3-phenylpiperidine-4-carboxylic acid ethyl ester